BrC=1C=C2C(=NC1)OC(CO2)CN(C)C 1-(7-bromo-2,3-dihydro-[1,4]dioxino[2,3-b]pyridin-3-yl)-N,N-dimethylmethanamine